N1CC2(C=3C1=NC=C(C3)C=3C(=C(C=CC3)S(=O)(=O)NC)F)CC2 3-(1',2'-dihydrospiro[cyclopropane-1,3'-pyrrolo[2,3-b]pyridin]-5'-yl)-2-fluoro-N-methylbenzenesulfonamide